C(C)OC1=C2C(=NC=C1)NC(=C2C2=CC=C1CCN(C1=C2)C(C=C)=O)C2=CC=C(C=C2)OCCN2CCCC2 1-(6-(4-ethoxy-2-(4-(2-(pyrrolidin-1-yl)ethoxy)phenyl)-1H-pyrrolo[2,3-b]pyridin-3-yl)indolin-1-yl)prop-2-en-1-one